OCC(=C)[C@@H]1CC=C(C(C1)=O)C (R)-5-(3-Hydroxyprop-1-en-2-yl)-2-methylcyclohex-2-enone